Cl[N] chloronitrogen